C(C)OC=1C=C(C=NC1)C1=C(C=C(C=C1)CN1CCN(CC1)C1=CC=C(C(=O)NS(=O)(=O)C2=CC(=C(C=C2)NCCSC2=CC=CC=C2)[N+](=O)[O-])C=C1)C 4-[4-[[4-(5-ethoxypyridin-3-yl)-3-methylphenyl]methyl]piperazin-1-yl]-N-[3-nitro-4-(2-phenylsulfanylethylamino)phenyl]sulfonylbenzamide